2-benzylidene-4,6-dimethoxy-7-(1-methylpiperidin-4-yl)benzofuran-3(2H)-one C(C1=CC=CC=C1)=C1OC2=C(C1=O)C(=CC(=C2C2CCN(CC2)C)OC)OC